CC1N(CC2=CC=C3C(=C2C1)OC(N3C(C3=CC=CC=C3)(C3=CC=CC=C3)C3=CC=CC=C3)=O)CC(F)(F)F 8-methyl-7-(2,2,2-trifluoroethyl)-3-trityl-6,7,8,9-tetrahydrooxazolo[5,4-f]isoquinolin-2(3H)-one